FC(C1=NN=C(O1)C1=CN=C(S1)N1C(OC[C@@H]1C1=CC=CC=C1)=O)F (S)-3-(5-(5-(difluoromethyl)-1,3,4-oxadiazol-2-yl)thiazol-2-yl)-4-phenyloxazolidin-2-one